C[C@@H]1[C@H](C2=CC(=CC=C2C1)C)C1(NC(=NC(=N1)N)[C@@H](C)F)N |&1:18| 2-[(1R,2S)-2,3-dihydro-2,6-dimethyl-1H-inden-1-yl]-6-[(1RS)-1-fluoroethyl]-1,3,5-triazine-2,4-diamine